(S,E)-N-(4-(4-amino-7-methyl-5-(4-(pyrrolidine-1-carbonyl)cyclohex-1-en-1-yl)-7H-pyrrolo[2,3-d]pyrimidin-6-yl)phenyl)-4-(dimethylamino)but-2-enamide NC=1C2=C(N=CN1)N(C(=C2C2=CC[C@H](CC2)C(=O)N2CCCC2)C2=CC=C(C=C2)NC(\C=C\CN(C)C)=O)C